NC1=NC=C(C2=C1C(=C(S2)C2=C(C=C(C=C2)NC(C=CC)=O)F)C2=CC=C(C=C2)OC2=NC=CC(=N2)C)C(=O)N 4-amino-2-(2-fluoro-4-methylacrylamidophenyl)-3-(4-((4-methylpyrimidin-2-yl)oxy)phenyl)thieno[3,2-c]pyridine-7-carboxamide